C1(CCCC1)O[C@@H](CC=1SC=2C(N1)=C(C=CC2OC)C(=O)O)[C@H](O)C2=CC(=C(C(=C2)OC)C)OC 2-((2s,3R)-2-(cyclopentyloxy)-3-(3,5-dimethoxy-4-methylphenyl)-3-hydroxypropyl)-7-methoxybenzo[D]thiazole-4-carboxylic acid